BrC1=C(C(=CC=C1)F)C(C1CCN(CCC1)C(=O)OC(C)(C)C)O tert-butyl 4-[(2-bromo-6-fluorophenyl) (hydroxy)methyl]azepane-1-carboxylate